3-(((1,2,3,4-tetrahydroisoquinolin-7-yl)oxy)methyl)benzonitrile C1NCCC2=CC=C(C=C12)OCC=1C=C(C#N)C=CC1